[N+](=O)([O-])C1=CN=C(O1)N 5-nitro-1,3-oxazol-2-amine